P(=O)(OC[N+]1=C(C(=CC=C1N)C1=CC(=NO1)CC1=CC=C(C=C1)OCC1=CC=CC=C1)N)(O)[O-] (2,6-diamino-3-(3-(4-(benzyloxy)benzyl)isoxazol-5-yl)pyridin-1-ium-1-yl)methyl hydrogen phosphate